[2-diethoxyphosphoryl-4-(hydroxymethyl)phenyl] diethyl phosphate P(=O)(OC1=C(C=C(C=C1)CO)P(=O)(OCC)OCC)(OCC)OCC